FC(CN1N=NC2=C1C=C(C=C2)C2=CNC=1N=C(N=CC12)NC1CC(C1)(C)NC(C)=O)F N-((1s,3s)-3-((5-(1-(2,2-difluoroethyl)-1H-benzo[d][1,2,3]triazol-6-yl)-7H-pyrrolo[2,3-d]pyrimidin-2-yl)amino)-1-methylcyclobutyl)acetamide